3-(4-(trifluoromethyl)styryl)azetidine-3-carbonitrile 2,2,2-trifluoroacetate FC(C(=O)O)(F)F.FC(C1=CC=C(C=CC2(CNC2)C#N)C=C1)(F)F